(R)-1-(4-fluorophenyl)-2,2-dimethylpropan-1-amine FC1=CC=C(C=C1)[C@@H](C(C)(C)C)N